4,5,6,7-tetrahydro-1H-benzo[d]imidazol-6-ol N1C=NC2=C1CC(CC2)O